4-[3-(2-fluoro-3-hydroxyphenyl)-1-tetrahydropyran-2-yl-pyrazol-4-yl]oxybenzonitrile FC1=C(C=CC=C1O)C1=NN(C=C1OC1=CC=C(C#N)C=C1)C1OCCCC1